CN([C@H]1CCN2[C@@H]([C@@H]([C@@H]2CN(C1)C(=O)NC1=CC=C(C=C1)OC)C1=CC=C(C=C1)C#CC1=CC=CC=C1)COC(C1=CC=CC=C1)(C1=CC=CC=C1)C1=CC=CC=C1)C (4S,8R,9R,10S)-4-(dimethylamino)-N-(4-methoxyphenyl)-9-[4-(2-phenylethynyl)phenyl]-10-(trityloxymethyl)-1,6-diazabicyclo[6.2.0]decane-6-carboxamide